[(1R)-1-(2-chlorophenyl)ethyl] N-[2-(4-hydroxyphenyl)thiophen-3-yl]carbamate OC1=CC=C(C=C1)C=1SC=CC1NC(O[C@H](C)C1=C(C=CC=C1)Cl)=O